FC(OC1=CC=C(C=C1)C1=CC(=C(C(=C1)F)C1=NC=2N(C1C1=NN(C=C1)C)C1(C(N2)=O)CC1)F)F [4-[4-(difluoromethoxy)phenyl]-2,6-difluoro-phenyl]-3'-(1-methylpyrazol-3-yl)spiro[cyclopropane-1,5'-imidazo[1,2-a]imidazol]-6'-one